NC(CC(F)(F)F)C1=CC(=NC=C1)N 4-(1-amino-3,3,3-trifluoropropyl)pyridin-2-amine